(R)-6-Chloro-N-(6-(4-(2,2-difluoroethyl)piperazin-1-yl)-2-(hydroxymethyl)-2-methyl-2,3-dihydrobenzofuran-5-yl)pyrazolo[1,5-a]pyrimidine-3-carboxamide ClC=1C=NC=2N(C1)N=CC2C(=O)NC=2C(=CC1=C(C[C@](O1)(C)CO)C2)N2CCN(CC2)CC(F)F